OCCN1CCN(CC1)CCS(=O)(=O)O 2-[4-(2-hydroxyethyl)-piperazin-1-yl]ethanesulfonic acid